(E)-N-(4-(1-(6-(4-(piperazin-1-yl)piperidin-1-yl)pyridazine-3-carbonyl)piperidin-4-yl)butyl)-3-(pyridin-3-yl)acrylamide N1(CCNCC1)C1CCN(CC1)C1=CC=C(N=N1)C(=O)N1CCC(CC1)CCCCNC(\C=C\C=1C=NC=CC1)=O